ClC=1C(=C(C(=CC1N1CC2(C3(CN(C3)C)CC2)CC1)F)S(=O)(=O)NC1=NC(=CC=C1)F)F 3-chloro-2,6-difluoro-N-(6-fluoro-2-pyridyl)-4-[2-methyl-2,7-diazadispiro[3.0.45.24]undecan-7-yl]benzenesulfonamide